2-(benzotriazol-1-yl)-N-[(3-chloro-5-methoxy-phenyl)methyl]-N-[4-(1H-imidazol-4-yl)phenyl]acetamide N1(N=NC2=C1C=CC=C2)CC(=O)N(C2=CC=C(C=C2)C=2N=CNC2)CC2=CC(=CC(=C2)OC)Cl